S1C=NC2=C1C(=CC=C2)C2=CC=C(C=C2)[C@@H](C(=O)N)NC(=O)NC=2N=C(SC2)C#C (S)-2-(4-(Benzo[d]thiazol-7-yl)phenyl)-2-(3-(2-ethynylthiazol-4-yl)ureido)-acetamide